O1OC12CCCCC2 1,2-dioxaspiro[2.5]octane